2-Ethylsulfanyl-4-methyl-N-(3-methyl-butyl)-6-morpholin-4-yl-pyridine-3-carboxylic acid amide C(C)SC1=NC(=CC(=C1C(=O)NCCC(C)C)C)N1CCOCC1